COCCC(=O)N1C[C@@H](CC1)NC (R)-3-methoxy-1-(3-(methylamino)pyrrolidin-1-yl)propan-1-one